The molecule is a beta-amino-acid anion that is the conjugate base of isoglutamic acid, obtained by deprotonation of the carboxy groups and protonation of the amino group; major species at pH 7.3. It is a conjugate base of an isoglutamic acid. C(C(CC(=O)[O-])[NH3+])C(=O)[O-]